acrylic acid terbium [Tb].C(C=C)(=O)O